C1(=C(C=CC=C1)C1=CC(=NC2=CC=C(C=C12)C(=O)N1CCN(CC1)C1COC1)C)C1=CC=CC=C1 (4-([1,1'-biphenyl]-2-yl)-2-methylquinolin-6-yl)(4-(oxetan-3-yl)piperazin-1-yl)methanone